ClC1=CC=2N(C=C1)C(=CN2)C2=NC(=NC=C2C)NC2CCC(CC2)N N1-(4-(7-Chloroimidazo[1,2-a]pyridin-3-yl)-5-methylpyrimidin-2-yl)cyclohexane-1,4-diamine